2,6-dimethyl-8-oxooctan-2-yl 4-hydroxybenzoate OC1=CC=C(C(=O)OC(C)(CCCC(CC=O)C)C)C=C1